Cl.N[C@@H](C[C@H]1C(NCC1)=O)CO (S)-3-((S)-2-amino-3-hydroxypropyl)pyrrolidin-2-one hydrochloride